N1=CC(=CC=C1)N1C(=CC2=CC=CC=C12)C(=O)N pyridin-3-yl-1H-indole-2-carboxamide